C(C)(C)(C)S(=O)N[C@@H]1COCC12CCN(CC2)C(=O)OC(C)(C)C tert-butyl (4S)-4-((tert-butylsulfinyl)amino)-2-oxa-8-azaspiro[4.5]decane-8-carboxylate